2-{4-[5-chloro-2-(1,3,4-oxadiazol-2-yl)phenyl]-5-methoxy-2-oxopyridin-1(2H)-yl}-4-methoxy-N-(2-methyl-2H-indazol-5-yl)butanamide ClC=1C=CC(=C(C1)C1=CC(N(C=C1OC)C(C(=O)NC1=CC2=CN(N=C2C=C1)C)CCOC)=O)C=1OC=NN1